CN1N=CC(=C1)NC1=NC=C(C(=N1)NC=1C=C(C=CC1)NC(OC(C)(C)C)=O)C(NC(C)C1=CC=CC=C1)=O tert-butyl (3-((2-((1-methyl-1H-pyrazol-4-yl)amino)-5-((1-phenylethyl)carbamoyl)pyrimidin-4-yl)amino)phenyl)carbamate